tert-butyl N-[(3R)-8-fluoro-7-[(Z)-N'-hydroxycarbamimidoyl]-4-oxo-3,5-dihydro-2H-1,5-benzothiazepin-3-yl]carbamate FC1=CC2=C(NC([C@H](CS2)NC(OC(C)(C)C)=O)=O)C=C1/C(/N)=N/O